N-(3-bromo-5-methanesulfonylphenyl)-1-cyclohexyl-5-methyl-1H-pyrrole-3-carboxamide BrC=1C=C(C=C(C1)S(=O)(=O)C)NC(=O)C1=CN(C(=C1)C)C1CCCCC1